(1R,2S,5S)-3-(diphenylcarbamoyl)-8-(3-phenylazetidine-1-carbonyl)-3,8-diazabicyclo[3.2.1]octane-2-carboxylic acid C1(=CC=CC=C1)N(C(=O)N1[C@@H]([C@H]2CC[C@@H](C1)N2C(=O)N2CC(C2)C2=CC=CC=C2)C(=O)O)C2=CC=CC=C2